C(C=C)(=O)OC(CS(=O)(=O)O)(C)C 2-acryloxy-2-methylpropanesulfonic acid